(E)-1-((1R,2S)-2,4-dimethylcyclohex-3-en-1-yl)-2-methylpent-1-en-3-one C[C@H]1[C@@H](CCC(=C1)C)\C=C(\C(CC)=O)/C